CC1=C(C(=CC(=C1)C1=NN(C=N1)C1=CC=C(C=C1)OC(F)(F)F)C)NC(=O)\N=C\1/SCC(N1C1=C(C=CC(=C1)C)C(C)OC)=O (Z)-1-(2,6-dimethyl-4-(1-(4-(trifluoromethoxy)phenyl)-1H-1,2,4-triazol-3-yl)phenyl)-3-(3-(2-(1-methoxyethyl)-5-methylphenyl)-4-oxothiazolidin-2-ylidene)urea